C(C)N1CCN(CC1)C1=CC=C2C=CCN(C2=C1)C1=C(C=C(C=C1)OCCOC)OC 7-(4-ethylpiperazin-1-yl)-N-(2-methoxy-4-(2-methoxyethoxy)phenyl)quinolin